CC1=NC2=C(N1)C(=CC=C2)N2CCNCC2 2-methyl-7-(piperazin-1-yl)-1H-benzo[d]imidazole